C(C(=C)C)(=O)O[PH2]=O phosphinyl methacrylate